2-[6-bromoimidazo[1,5-a]pyridin-1-yl]-1-[[2-(trimethylsilyl)ethoxy]methyl]-1,3-benzodiazole BrC=1C=CC=2N(C1)C=NC2C2=NC1=C(N2COCC[Si](C)(C)C)C=CC=C1